3-(8,8-difluoro-7-hydroxy-5-iodobicyclo[4.2.0]oct-1,3,5-triene-2-enyloxy)-5-trifluoromethylbenzidine FC1(C(C2=C(C(=C=C=C12)OC=1C=C(C=C(C1N)C(F)(F)F)C1=CC=C(N)C=C1)I)O)F